COC=1C=C(C=C[N+](=O)[O-])C=C(C1OC(C=C)C)OC 3,5-Dimethoxy-4-(1-methylallyloxy)-β-nitrostyrene